3-(4,5-dimethylthiazol-2-yl)-5-(3-carboxymethyl-phenoxy)-2-(4-sulfophenyl)-2H-tetrazole CC=1N=C(SC1C)N1N(NC(=N1)OC1=CC(=CC=C1)CC(=O)O)C1=CC=C(C=C1)S(=O)(=O)O